butyne carbamate C(N)(O)=O.C#CCC